FC1=CC=C(CNCC2=CC=C(C=C2)F)C=C1 N-(4-fluorobenzyl)-1-(4-fluorophenyl)methylamine